OC1(CCC(CC1)NC([O-])=O)COCC1CCNCC1 (4-Hydroxy-4-((piperidin-4-ylmethoxy)methyl)cyclohexyl)carbamate